FC1=CC(=C(C(=C1)C)NC(=O)C1(CC1)C(=O)NC1=CC(=C(C=C1)OC1=CC=NC2=CC(=C(C=C12)C(NC)=O)OC)F)C 1-N'-(4-fluoro-2,6-dimethylphenyl)-1-N-[3-fluoro-4-[7-methoxy-6-(methylcarbamoyl)quinolin-4-yl]oxyphenyl]cyclopropane-1,1-dicarboxamide